tert-butyl (4-(2-((1-(tetrahydro-2H-pyran-2-yl)-1H-indazol-4-yl)amino)ethoxy)butyl)carbamate O1C(CCCC1)N1N=CC2=C(C=CC=C12)NCCOCCCCNC(OC(C)(C)C)=O